(+/-)-(syn)-4-fluoro-2-methyl-4-(3-methylpyridin-2-yl)-N-[4-trifluoromethylphenyl]piperidine-1-carboxamide FC1(CC(N(CC1)C(=O)NC1=CC=C(C=C1)C(F)(F)F)C)C1=NC=CC=C1C